C[C@@]1(CN2C(O1)=NC(=C2)[N+](=O)[O-])COC2=CC=C(C=C2)N2CCC(CC2)OC2=CC=C(C=C2)OC(F)(F)F (2R)-2-methyl-6-nitro-2-[(4-{4-[4-(trifluoromethoxy)phenoxy]piperidin-1-yl}phenoxy)methyl]-2,3-dihydroimidazo[2,1-b]oxazole